CN1N=C(C=C1C)NC1=NC=C(C(=N1)C1=CNC2=C(C=CC=C12)N1C(C2=CC=CC(=C2C1)C#CC1=CC=CC=C1)=O)C 2-(3-(2-((1,5-dimethyl-1H-pyrazol-3-yl)amino)-5-methylpyrimidin-4-yl)-1H-indol-7-yl)-4-(phenylethynyl)isoindolin-1-one